5-hydroxy-N-methylpyrazole OC1=CC=NN1C